isopropanol-d4 C(C([2H])([2H])[2H])(C)(O)[2H]